N-(2'-Cyano-2-methylbiphenyl-3-yl)-4,5,6,7-tetrahydro[1,3]thiazolo[5,4-c]pyridin-2-carboxamid C(#N)C1=C(C=CC=C1)C1=C(C(=CC=C1)NC(=O)C=1SC=2CNCCC2N1)C